C(C)(C)(C)OC=1C2=C(N=C(N1)SC)SC1=C2C=CN=C1C1=C2C=NN(C2=CC(=C1C(F)(F)F)C=O)CC1=CC=C(C=C1)OC 4-(4-(tert-butoxy)-2-(methylthio)pyrido[4',3':4,5]thieno[2,3-d]pyrimidin-8-yl)-1-(4-methoxybenzyl)-5-(trifluoromethyl)-1H-indazole-6-carbaldehyde